ClC1=NN(C=C1NC(=O)C=1C(=NC(=C(C1)F)N1N=C(N(C1=O)CC)CO)O[C@H](C(F)(F)F)C)C N-(3-Chloro-1-methyl-pyrazol-4-yl)-6-[4-ethyl-3-(hydroxymethyl)-5-oxo-1,2,4-triazol-1-yl]-5-fluoro-2-[(1S)-2,2,2-trifluoro-1-methyl-ethoxy]pyridine-3-carboxamide